N-(3,5-di(pyridin-2-yl)phenyl)-3,4,5-tri(dodecyloxy)benzamide N1=C(C=CC=C1)C=1C=C(C=C(C1)C1=NC=CC=C1)NC(C1=CC(=C(C(=C1)OCCCCCCCCCCCC)OCCCCCCCCCCCC)OCCCCCCCCCCCC)=O